2-methoxy-5-(3a,5,6,6a-tetrahydro-4H-cyclopenta[d]isoxazol-3-yl)benzoic acid COC1=C(C(=O)O)C=C(C=C1)C1=NOC2C1CCC2